[Pb].[Cd] cadmium-lead